B([O-])([O-])[O-].CC1=C(C(=CC=C1)C)C1(C(C(C(=C(C1F)F)F)([P+](C1=C(C(=C(C(=C1F)F)F)F)F)(C1=C(C(=C(C(=C1F)F)F)F)F)C1=C(C(=C(C(=C1F)F)F)F)F)C1=C(C=CC=C1C)C)(F)C1=C(C=CC=C1C)C)F.CC1=C(C(=CC=C1)C)C1(C(C(C(=C(C1F)F)F)(C1=C(C=CC=C1C)C)[P+](C1=C(C(=C(C(=C1F)F)F)F)F)(C1=C(C(=C(C(=C1F)F)F)F)F)C1=C(C(=C(C(=C1F)F)F)F)F)(C1=C(C=CC=C1C)C)F)F.CC1=C(C(=CC=C1)C)C1(C(C(C(=C(C1F)F)F)(C1=C(C=CC=C1C)C)[P+](C1=C(C(=C(C(=C1F)F)F)F)F)(C1=C(C(=C(C(=C1F)F)F)F)F)C1=C(C(=C(C(=C1F)F)F)F)F)(C1=C(C=CC=C1C)C)F)F tris(2,6-dimethylphenyl)tetrakis(pentafluorophenyl)phosphonium borate